FC(CC(=O)N1CCC=CC1)(F)F 1-(3,3,3-trifluoropropanoyl)-1,2,3,6-tetrahydropyridin